N-(2,4-dimethoxybenzyl)-5H-pyrrolo[3,2-d]pyrimidin-4-amine COC1=C(CNC=2C3=C(N=CN2)C=CN3)C=CC(=C1)OC